FC1=CC=C(C=C1)C(C(=O)NC1=NC=CC(=C1)C1=C(C=2C(N(C=CC2N1)C)=O)C1=C(C=CC=C1)C)C 2-(4-Fluorophenyl)-N-{4-[5-methyl-3-(2-methylphenyl)-4-oxo-4,5-dihydro-1H-pyrrolo[3,2-c]pyridin-2-yl]pyridin-2-yl}propanamid